9,9',9''-(6-(4-(9H-carbazol-9-yl)phenyl)-4-(3,5-dimethylphenyl)pyridine-2,3,5-triyl)tris(9H-carbazole-3,6-dicarbonitrile) C1=CC=CC=2C3=CC=CC=C3N(C12)C1=CC=C(C=C1)C1=C(C(=C(C(=N1)N1C2=CC=C(C=C2C=2C=C(C=CC12)C#N)C#N)N1C2=CC=C(C=C2C=2C=C(C=CC12)C#N)C#N)C1=CC(=CC(=C1)C)C)N1C2=CC=C(C=C2C=2C=C(C=CC12)C#N)C#N